3-((3-Butylheptanoyl) oxy)-2-(((3-butylheptanoyl)oxy)methyl)-2-(((4-(dimethylamino) butanoyl)oxy)methyl)propyl (9Z,12Z)-octadeca-9,12-dienoate C(CCCCCCC\C=C/C\C=C/CCCCC)(=O)OCC(COC(CC(CCCC)CCCC)=O)(COC(CCCN(C)C)=O)COC(CC(CCCC)CCCC)=O